C[Si](C)(C)CC[N-]C(C1=C(C=CC=C1)C(F)(F)F)=O (trimethylsilylethyl)-2-trifluoromethyl-benzoyl-amide